1-N-tridecyl-2-pyrrolidone C(CCCCCCCCCCCC)N1C(CCC1)=O